(2S)-2-[9H-fluoren-9-ylmethoxycarbonyl-(methyl)amino]-4-oxo-4-prop-2-enoxybutyric acid C1=CC=CC=2C3=CC=CC=C3C(C12)COC(=O)N([C@H](C(=O)O)CC(OCC=C)=O)C